2-[(E)-3-(4-Hydroxyphenyl)-1-oxo-2-propenyl]-3,5-dihydroxyphenyl 6-deoxy-beta-L-galactopyranoside O([C@@H]1[C@@H](O)[C@H](O)[C@H](O)[C@@H](O1)C)C1=C(C(=CC(=C1)O)O)C(\C=C\C1=CC=C(C=C1)O)=O